OCCOC1=CC(=NC=C1)C=1N=C(C2=C(N1)CCC2)N(CC(=O)NC2COC2)C 2-({2-[4-(2-hydroxyethoxy)pyridin-2-yl]-5H,6H,7H-cyclopenta[d]pyrimidin-4-yl}(methyl)amino)-N-(oxetan-3-yl)acetamide